5-((4-(4-chloro-7,7-dimethyl-5-oxo-5,7-dihydroindolo[1,2-a]quinazolin-10-yl)piperidin-1-yl)methyl)-2-(4-(4-(2,6-dioxopiperidin-3-yl)-3,5-difluorophenyl)piperazin-1-yl)benzonitrile ClC=1C=2C(N=C3N(C2C=CC1)C1=CC(=CC=C1C3(C)C)C3CCN(CC3)CC=3C=CC(=C(C#N)C3)N3CCN(CC3)C3=CC(=C(C(=C3)F)C3C(NC(CC3)=O)=O)F)=O